C=1C=C(CC=2C1C=CC=CC2)O benzo[7]annulen-3-ol